C(C1=CC=CC=C1)NC(N(C1=NC=C(C=C1)C=1C=NN(C1)C)[C@@H]1CC[C@H](CC1)NC1=NC=C(C(=N1)C1=NN(C2=CC=CC=C12)C)C#N)=O 3-benzyl-1-(trans-4-((5-cyano-4-(1-methyl-1H-indazol-3-yl)pyrimidin-2-yl)amino)-cyclohexyl)-1-(5-(1-methyl-1H-pyrazol-4-yl)pyridin-2-yl)urea